N,N-dimethylimidazo[1,2-b]Pyridazin-3-amine CN(C1=CN=C2N1N=CC=C2)C